N-pentenoyl-imidazole tert-butyl-(4S)-4-[3-[[6-[(6-tert-butyl-2-fluoro-pyridine-3-carbonyl)sulfamoyl]-2-pyridyl]amino]-4-methoxy-4-oxo-butyl]-2,2-dimethyl-pyrrolidine-1-carboxylate C(C)(C)(C)OC(=O)N1C(C[C@@H](C1)CCC(C(=O)OC)NC1=NC(=CC=C1)S(NC(=O)C=1C(=NC(=CC1)C(C)(C)C)F)(=O)=O)(C)C.C(C=CCC)(=O)N1C=NC=C1